FC(C(=O)O)(F)F.FC(C(=O)O)(F)F.N1C=CC=C1 pyrrole bis(2,2,2-trifluoroacetate)